1-(4-(benzylthio)-2,6-difluorobenzyl)-8-methoxy-3,4-dihydropyrazino[2,3-c]quinolin-2(1H)-one C(C1=CC=CC=C1)SC1=CC(=C(CN2C(CNC=3C=NC=4C=C(C=CC4C32)OC)=O)C(=C1)F)F